N-(2,3-difluoro-4-((3-(2-(((3S,5S)-5-fluoro-5-methylpiperidin-3-yl)amino)pyrimidin-4-yl)pyridin-2-yl)oxy)-6-methylphenyl)-1-(p-tolyl)methanesulfonamide FC1=C(C(=CC(=C1F)OC1=NC=CC=C1C1=NC(=NC=C1)N[C@@H]1CNC[C@@](C1)(C)F)C)NS(=O)(=O)CC1=CC=C(C=C1)C